3-methylbutanenitrile CC(CC#N)C